FC(OC1=CC=C(C=C)C=C1)(F)F 4-trifluoromethyloxy-styrene